N-(1-(2,3-dihydro-1H-inden-1-yl)-1H-pyrazol-4-yl)-5-(furan-2-yl)isoxazole-3-carboxamide C1(CCC2=CC=CC=C12)N1N=CC(=C1)NC(=O)C1=NOC(=C1)C=1OC=CC1